C(C)(C)N(CCC1=CNC2=C(C=CC=C12)OC(CCC)=O)C(C)C butyric acid 3-(2-(diisopropylamino) ethyl)-1H-indol-7-yl ester